C(CC)O propan-ol